NC1=NC=NN2C1=C(C=C2C=2C(=CC(=C(C(=O)N[C@@H]1CN(C[C@@H]1F)C(=O)OC(C)(C)C)C2)C)F)C(F)(F)F tert-butyl (3R,4S)-3-(5-(4-amino-5-(trifluoromethyl)pyrrolo[2,1-f][1,2,4]triazin-7-yl)-4-fluoro-2-methylbenzamido)-4-fluoropyrrolidine-1-carboxylate